titanium (IV) propan-2-olate CC(C)[O-].[Ti+4].CC(C)[O-].CC(C)[O-].CC(C)[O-]